Cl.N[C@H]1[C@@H](CCCC1)C#N (trans)-2-aminocyclohexanecarbonitrile hydrochloride